The molecule is a phosphorylated mannosylinositol compound which constitutes the head group of some mannosylinositol phosphorylceramides (the M(IP)2Cs), and is a product of their catabolism. It has a role as a Saccharomyces cerevisiae metabolite. It derives from a mannosylinositol phosphorylceramide. It is a conjugate acid of a mannose-(1D-myo-inositol 1-phosphate)2(3-). C([C@@H]1[C@H]([C@@H]([C@@H](C(O1)O[C@@H]2[C@H]([C@@H]([C@H]([C@H]([C@H]2OP(=O)(O)O)O)O)O)O)O)O)O)OP(=O)(O)OC3[C@@H]([C@H](C([C@H]([C@H]3O)O)O)O)O